(2-Imidazol-1-ylethyl)methylamine dihydrochloride Cl.Cl.N1(C=NC=C1)CCNC